BrC=1C(=C(SC1Br)C(=O)N[C@H](C(=O)NC=1C(N(C=CC1)CC(=O)NC1C2CC3CC(CC1C3)C2)=O)CCC(C(=O)NC)=O)OC (S)-2-(4,5-Dibromo-3-methoxythiophen-2-carboxamido)-N1-(1-(2-(2-adamantylamino)-2-oxoethyl)-2-oxo-1,2-dihydropyridin-3-yl)-N6-methyl-5-oxohexandiamid